C(C1=CC=CC=C1)NC(N(C1=NC=C(C=C1)C=1C=NC(=NC1)OC)[C@@H]1CC[C@H](CC1)NC1=NC=C(C(=N1)C=1C=NNC1C)C#N)=O 3-benzyl-1-(trans-4-((5-cyano-4-(5-methyl-1H-pyrazol-4-yl)pyrimidin-2-yl)amino)cyclohexyl)-1-(5-(2-methoxypyrimidin-5-yl)pyridin-2-yl)urea